4-benzyl-1-((5-(3,4-dimethoxyphenyl)-4H-1,2,4-triazol-3-yl)methyl)piperidine C(C1=CC=CC=C1)C1CCN(CC1)CC1=NN=C(N1)C1=CC(=C(C=C1)OC)OC